C(C)C=1C=C2C(=NC=3N(C2=CC1)C=NN3)N(C)C 7-Ethyl-N-methyl-N-methyl-[1,2,4]triazolo[4,3-a]quinazolin-5-amine